NC1=NC=C(C2=C1C(=C(S2)C2=CC=C(C=C2)NC(C(=C)C)=O)C2=CC(=C(C=C2)OC2=NC=CC(=N2)C)F)C2=NNC=C2 N-(4-(4-amino-3-(3-fluoro-4-((4-methylpyrimidin-2-yl)oxy)phenyl)-7-(1H-pyrazol-3-yl)thieno[3,2-c]pyridin-2-yl)phenyl)methacrylamide